2-isopropyl-6-(3-(quinolin-6-ylmethyl)-[1,2,4]triazolo[4,3-b]pyridazin-6-yl)isoindol-1-one 1-amino-4-methyl-9,10-dioxo-9,10-dihydroanthracene-2,3-dicarboxylate NC1=C(C(=C(C=2C(C3=CC=CC=C3C(C12)=O)=O)C)C(=O)O)C(=O)O.C(C)(C)N1C(C2=CC(=CC=C2C1)C=1C=CC=2N(N1)C(=NN2)CC=2C=C1C=CC=NC1=CC2)=O